(R)-tert-butyl (1-((2-(N,N-bis(4-methoxybenzyl)sulfamoyl)-4-iodo-3-(2-(4-methoxybenzyl)-2H-tetrazol-5-yl)phenyl)thio)propan-2-yl)carbamate COC1=CC=C(CN(S(=O)(=O)C2=C(C=CC(=C2C=2N=NN(N2)CC2=CC=C(C=C2)OC)I)SC[C@@H](C)NC(OC(C)(C)C)=O)CC2=CC=C(C=C2)OC)C=C1